4-chloro-3-methyl-1-(oxetan-3-yl)-1H-pyrazole ClC=1C(=NN(C1)C1COC1)C